C(C)(C)(C)OC(NC1CC2(C1)CC(C2)C=2OC(=NN2)C=2C=NC(=CC2)C)=O (6-(5-(6-methylpyridin-3-yl)-1,3,4-oxadiazol-2-yl)spiro[3.3]hept-2-yl)carbamic acid tert-butyl ester